CC1=NC=CC(=C1)C1=CC=2C=NC(=CC2N1COCC[Si](C)(C)C)NC1COCCC1 2-(2-methylpyridin-4-yl)-N-(tetrahydro-2H-pyran-3-yl)-1-((2-(trimethylsilyl)ethoxy)methyl)-1H-pyrrolo[3,2-c]pyridin-6-amine